hydroxyisobutyryl-benzene Cerium-gadolinium [Gd].[Ce].OC1=C(C=CC=C1)C(C(C)C)=O